2,5,6-trifluoronicotinonitrile FC1=C(C#N)C=C(C(=N1)F)F